C(CCC)C=1N(CCN1)CCNC(CCCC)=O N-(2-(2-butyl-4,5-dihydro-1H-imidazol-1-yl)ethyl)pentanamide